FC(COC=1C(=NON1)C(=O)O)F 2,2-difluoroethoxy-1,2,5-oxadiazole-3-carboxylic acid